5-[4-[[[4-(cyclopropyloxy)-2-pyridinyl]amino]methyl]-2-fluoro-6-hydroxy-phenyl]-1,1-dioxo-1,2,5-thiadiazolidin-3-one C1(CC1)OC1=CC(=NC=C1)NCC1=CC(=C(C(=C1)O)N1CC(NS1(=O)=O)=O)F